(rel-(1R,3S,5s)-5-(cyclopentyl(4-hydroxybutyl)amino)cyclohexane-1,3-diyl)bis(methylene) bis(2-octyldecanoate) C(CCCCCCC)C(C(=O)OC[C@@H]1C[C@@H](CC(C1)N(CCCCO)C1CCCC1)COC(C(CCCCCCCC)CCCCCCCC)=O)CCCCCCCC |o1:13,15|